9-Fluoro-fluoren FC1C2=CC=CC=C2C=2C=CC=CC12